BrC1=NN(C(=C1)CO)CCBr (3-Bromo-1-(2-bromoethyl)-1H-pyrazol-5-yl)methanol